7-methyl-3-(2-{[(3S)-piperidin-3-yl]amino}-5-(trifluoromethyl)pyrimidin-4-yl)-1H,4H,5H,6H,7H,8H-pyrrolo[2,3-c]azepin-4,8-dione CN1C(C2=C(C(CC1)=O)C(=CN2)C2=NC(=NC=C2C(F)(F)F)N[C@@H]2CNCCC2)=O